1-[(4-hydroxycyclohexyl)methyl]-5,5-dimethyl-3-(2-trimethylsilylethoxymethyl)imidazolidine-2,4-dione OC1CCC(CC1)CN1C(N(C(C1(C)C)=O)COCC[Si](C)(C)C)=O